BrCC1(COC1)CBr 3,3-dibromomethyl-oxetane